1-[4-[(2-methylpropyl)(tetrahydrothiopyran-4-yl)amino]-3-nitrophenyl]cyclobutane-1-carbonitrile CC(CN(C1=C(C=C(C=C1)C1(CCC1)C#N)[N+](=O)[O-])C1CCSCC1)C